N1C=C(C2=CC=CC=C12)CCNC(C1=C(C=CC(=C1)NC(C)=O)C)=O N-(2-(1H-indol-3-yl)ethyl)-5-acetamido-2-methylbenzamide